C1(=CC=CC=2SC3=C(C21)C=CC=C3)C3=C(C(=C(C(=C3C3=CC=CC=2SC1=C(C23)C=CC=C1)C1=CC=C(C=C1)N1C2=CC=C(C=C2C=2C=C(C=CC12)C)C)C#N)C1=CC(=NC(=C1)C)C)C1=CC=C(C=C1)N1C2=CC=C(C=C2C=2C=C(C=CC12)C)C 5',6'-bis(dibenzo[b,d]thiophen-1-yl)-4,4''-bis(3,6-dimethyl-9H-carbazol-9-yl)-3'-(2,6-dimethylpyridin-4-yl)-[1,1':4',1''-terphenyl]-2'-carbonitrile